trans-2-(((tert-butoxycarbonyl)amino)methyl)cyclopropane-1-carboxylic acid C(C)(C)(C)OC(=O)NC[C@H]1[C@@H](C1)C(=O)O